BrC=1C(=NN2C1COCC2)C2=CC=C(C=C2)F 3-bromo-2-(4-fluorophenyl)-6,7-dihydro-4H-pyrazolo[5,1-c][1,4]oxazine